dicarboxylethylene C(=O)(O)C=CC(=O)O